N-(4-(4-morpholino-7H-pyrrolo[2,3-d]pyrimidin-6-yl)phenyl)-5-(piperazin-1-yl)pyrazin-2-amine O1CCN(CC1)C=1C2=C(N=CN1)NC(=C2)C2=CC=C(C=C2)NC2=NC=C(N=C2)N2CCNCC2